1-[4-[5-Amino-1-[4-(trifluoromethoxy)phenyl]-1,2,4-triazol-3-yl]phenyl]-3-[3-(2-isopropylphenyl)-4-oxothiazolidin-2-ylidene]urea NC1=NC(=NN1C1=CC=C(C=C1)OC(F)(F)F)C1=CC=C(C=C1)NC(=O)N=C1SCC(N1C1=C(C=CC=C1)C(C)C)=O